2,2-difluoro-2-(4-(trifluoromethyl)phenyl)acetamide FC(C(=O)N)(C1=CC=C(C=C1)C(F)(F)F)F